(E)-8-tridecenylacetate C(CCCCCC\C=C\CCCC)CC(=O)[O-]